lactoylcholine C(C(O)C)(=O)OCC[N+](C)(C)C